ClC(C(F)(F)F)(C(C(F)(F)F)(Cl)Cl)Cl 2,2,3,3-tetrachlorohexafluorobutane